1,3-dicyanatobenzene O(C#N)C1=CC(=CC=C1)OC#N